5-methyl-7-{3-[(methylamino)oxy]azetidin-1-yl}-4-oxo-1-(1,2,4-thiadiazol-5-yl)-1,4-dihydro-1,8-naphthyridine-3-carboxylic acid CC1=C2C(C(=CN(C2=NC(=C1)N1CC(C1)ONC)C1=NC=NS1)C(=O)O)=O